(((S)-1-methylpyrrolidin-2-yl)methoxy)-2,2-dioxan CN1[C@@H](CCC1)COC1OCCCC1